CC(=CCCC(=O)O)CC 5-METHYLHEPT-4-ENOIC ACID